BrC=1C=C2C(=NC1)C=NN2CC(=O)OCC ethyl 2-(6-bromo-1H-pyrazolo[4,3-b]pyridin-1-yl)acetate